((2S,6R)-2,6-Dimethylmorpholino)(5-(2,4,5-trifluoro-3-hydroxyphenyl)-1H-pyrrol-2-yl)methanone C[C@@H]1O[C@@H](CN(C1)C(=O)C=1NC(=CC1)C1=C(C(=C(C(=C1)F)F)O)F)C